O[C@H]1[C@@H](CCCC1)NC=1N=NC(=C(N1)C)C1=NC=C(C=C1O)C(F)(F)F 2-(3-(((1R,2R)-2-hydroxycyclohexyl)amino)-5-methyl-1,2,4-triazin-6-yl)-5-(trifluoromethyl)pyridin-3-ol